N-ethyl-pyridine nitrate [N+](=O)(O)[O-].C(C)N1CC=CC=C1